3-PHENYLPYRIDINE-4-BORONIC ACID C1(=CC=CC=C1)C=1C=NC=CC1B(O)O